FC(CC=1C=NN2C1N=C(N=C2NCC2=CC=C(C=C2)OC)N2CCOCC2)F 8-(2,2-difluoroethyl)-N-(4-methoxybenzyl)-2-(morpholin-4-yl)pyrazolo[1,5-a][1,3,5]triazin-4-amine